C(C1=CC=CC=C1)N([C@@H]1CC[C@H](CC1)OCCOC1C[C@H](N([C@H](C1)C)C(=O)OC(C)(C)C)C)CC1=CC=CC=C1 (2r,4r,6s)-tert-butyl 4-(2-(((trans)-4-(dibenzylamino) cyclohexyl) oxy) ethoxy)-2,6-dimethylpiperidin-1-carboxylate